3-hydroxy-N-{3-[4-(6-hydroxy-3-{[(E)-(phenylmethylene)amino]oxy}hexyl)-2-oxopiperazin-1-yl]propyl}-4,5-dimethoxybenzamide OC=1C=C(C(=O)NCCCN2C(CN(CC2)CCC(CCCO)O/N=C/C2=CC=CC=C2)=O)C=C(C1OC)OC